C(C)(=O)OCC(=O)N1CCN(CC1)C1=NC=C(C=N1)OCC1=C(C=CC=C1Cl)Cl 2-(4-{5-[(2,6-dichlorophenyl) methoxy] pyrimidin-2-yl} piperazin-1-yl)-2-oxoethyl acetate